(1-(4-chlorophenyl)-2,2,2-trifluoroethyl)-N,1,5-trimethyl-6-oxo-1,6-dihydropyridazine-4-sulfonamide ClC1=CC=C(C=C1)C(C(F)(F)F)C1=NN(C(C(=C1S(=O)(=O)NC)C)=O)C